C1(CC1)CC(=O)N1CCN(CC1)C1=CC=C(C=C1)NC1=NC=C(C(=N1)NC1CC1)C(=O)NC1=C(C=CC=C1C)C 2-((4-(4-(2-cyclopropylacetyl)piperazin-1-yl)phenyl)amino)-4-(cyclopropylamino)-N-(2,6-dimethylphenyl)pyrimidine-5-carboxamide